N-[4-(1,1-dioxo-1,4-thiazinane-4-carbonyl)-3-[2-(trifluoromethyl)-1,3-thiazol-5-yl]phenyl]cyclopropanecarboxamide O=S1(CCN(CC1)C(=O)C1=C(C=C(C=C1)NC(=O)C1CC1)C1=CN=C(S1)C(F)(F)F)=O